[Se]=O.[Bi] Bismuth selenium oxide